C(#N)C1=CC=C(O[C@H](C(=O)O)C)C=C1 (S)-2-(p-cyanophenoxy)propionic acid